tricyclo{3.3.1.13,7}decane C12CC3CC(CC(C1)C3)C2